3,5-difluoro-2-nitrobenzoic acid FC=1C(=C(C(=O)O)C=C(C1)F)[N+](=O)[O-]